OCCS(=O)(=O)NC1=CC(=C(C=C1)C=1OC(=NN1)C1=NC(=NC(=C1)C)OCCC(F)(F)F)N1CCC2(CC2)CC1 2-Hydroxy-N-(4-(5-(6-methyl-2-(3,3,3-trifluoropropoxy)pyrimidin-4-yl)-1,3,4-oxadiazole-2-yl)-3-(6-azaspiro[2.5]octane-6-yl)phenyl)ethane-1-sulfonamide